BrC=1C=C(C=CC1)C(C(=O)OC)(CCCC(COS(=O)(=O)C1=CC=C(C)C=C1)(C)C)C methyl 2-(3-bromophenyl)-2,6,6-trimethyl-7-(tosyloxy)heptanoate